2-(4-Hydroxy-3-methoxy-phenyl)acetic acid 1,1-dimethylpropyl ester CC(CC)(C)OC(CC1=CC(=C(C=C1)O)OC)=O